COC=1C(=CC=2CCN3[C@@H](C2C1)CC1=C(C3)NC=3C=CC(=CC31)OC)OCC3=CC=C(C=C3)C(F)(F)F (R)-2,12-dimethoxy-3-((4-(trifluoromethyl)benzyl)oxy)-5,6,8,9,14,14a-hexahydroindolo[3',2':4,5]pyrido[2,1-a]isoquinoline